6-(cyclopropanecarboxamido)-N-(methyl-d3)-4-((5-methyl-2-(trifluoromethyl)-4,5-dihydro-[1,2,4]triazolo[1,5-a]quinoxalin-6-yl)amino)pyridazine-3-carboxamide C1(CC1)C(=O)NC1=CC(=C(N=N1)C(=O)NC([2H])([2H])[2H])NC1=C2N(CC=3N(C2=CC=C1)N=C(N3)C(F)(F)F)C